CO[C@H]1CC[C@H](CC1)N1CC(NC2=NC=C(N=C21)C=2C(=NC(=CC2)C2=NN=CN2)C)=O 4-((cis)-4-methoxycyclohexyl)-6-(2-methyl-6-(4H-1,2,4-triazole-3-yl)pyridin-3-yl)-3,4-dihydropyrazino[2,3-b]Pyrazin-2(1H)-one